C1=C2C=C3C(=NC2=CC=C1)CCCCC3 7,8,9,10-tetrahydro-6H-cyclohepta[b]quinoline